4-[4-ethyl-5-(4-hydroxyphenyl)hex-3-yl]phenolate C(C)C(C(CC)C1=CC=C(C=C1)[O-])C(C)C1=CC=C(C=C1)O